ClC=1C(=NC=CN1)NC=1C=NC(=CC1)OC(F)(F)F 3-chloro-N-(6-(trifluoromethoxy)pyridin-3-yl)pyrazin-2-amine